1-(R,S)-allyl-3,4-dimethylcyclohex-3-enecarbonitrile C(C=C)[C@]1(CC(=C(CC1)C)C)C#N |r|